FC=1C=C(CN(C2=CC=C(C#N)C=C2)CCCCO)C=CC1OC 4-((3-fluoro-4-methoxybenzyl)(4-hydroxybutyl)amino)benzonitrile